N-(2-(3-(Dimethylamino)propoxy)-5-(3'-methyl-2-oxo-2',3'-dihydrospiro[cyclopropane-1,1'-pyrrolo[2,3-c]quinolin]-8'-yl)pyridin-3-yl)benzenesulfonamide CN(CCCOC1=NC=C(C=C1NS(=O)(=O)C1=CC=CC=C1)C1=CC=2C3=C(C=NC2C=C1)N(CC31C(C1)=O)C)C